FC1=C(C=C(C=C1)S(=O)(=O)N(C)CC1=CC=C(C=C1)OC)C=1N=C2COC(CN2C1)C 4-fluoro-N-(4-methoxybenzyl)-N-methyl-3-(6-methyl-5,6-dihydro-8H-imidazo[2,1-c][1,4]oxazin-2-yl)benzenesulfonamide